ClC1=CC=C(S1)CNC1=CC(=NN1)C1CCN(CC1)CC1=NC=NO1 N-[(5-Chlorothiophen-2-yl)methyl]-3-[1-(1,2,4-oxadiazol-5-ylmethyl)piperidin-4-yl]-1H-pyrazol-5-amin